COC1=CC2=C(N=C(S2)N)C=C1 6-Methoxybenzo[d]thiazol-2-amin